4-((6-(tert-butyloxycarbonyl)-2,6-diazaspiro[3.5]non-2-yl)methyl)picolinic acid C(C)(C)(C)OC(=O)N1CC2(CN(C2)CC2=CC(=NC=C2)C(=O)O)CCC1